9-heptadecanyl 8-{(2-hydroxyethyl)[6-oxo-6-(undecyloxy) hexyl] amino}octanoate OCCN(CCCCCCCC(=O)OC(CCCCCCCC)CCCCCCCC)CCCCCC(OCCCCCCCCCCC)=O